4-amino-8-(4-chloro-1H-pyrazol-5-yl)-7-fluoro-N-propylisoquinoline-3-carboxamide NC1=C(N=CC2=C(C(=CC=C12)F)C1=C(C=NN1)Cl)C(=O)NCCC